7-(2-thienyl)-imidazo[4,5-b]pyridine S1C(=CC=C1)C1=C2C(=NC=C1)N=CN2